FC(N1C=NC=2C1=NC=C(C2)OC2=C(C=C(C=C2)NC=2C1=C(N=CN2)C=CC(=N1)N1C[C@H](N(CC1)C(C=C)=O)C)C)F (R)-1-(4-(4-((4-((3-(difluoromethyl)-3H-imidazo[4,5-b]pyridin-6-yl)oxy)-3-methylphenyl)amino)pyrido[3,2-d]pyrimidin-6-yl)-2-methylpiperazin-1-yl)prop-2-en-1-one